C(N)(OC1=CC=C(C=C1)CNC1CN(C1)C(C1=CC=C(C=C1)N[C@@H]1C[C@@H](N(C2=CC=CC=C12)C(CC)=O)C)=O)=O (4-(((1-(4-(((2S,4R)-2-methyl-1-propionyl-1,2,3,4-tetrahydroquinolin-4-yl) amino) benzoyl) azetidin-3-yl) amino) methyl) phenyl) carbamate